N-(2,3-dihydro-1,4-benzoxazin-4-yl)-3-(1-ethoxyethenyl)-6-methyl-7-(2,3,5-trifluorophenyl)pyrazolo[3,2-b][1,3]thiazole-2-carboxamide O1CCN(C2=C1C=CC=C2)NC(=O)C2=C(N1C(S2)=C(C(=N1)C)C1=C(C(=CC(=C1)F)F)F)C(=C)OCC